5-((3aR,6aS)-1,2,3,3a,4,6a-hexahydrocyclopenta[c]pyrrol-5-yl)-6-methyl-3-(1-methyl-1H-pyrazol-4-yl)-1H-indazole C1NC[C@H]2[C@@H]1C=C(C2)C=2C=C1C(=NNC1=CC2C)C=2C=NN(C2)C